[N+](=O)([O-])C1=C(CS(=O)(=O)Cl)C=CC=C1 2-nitro-α-toluenesulfonyl chloride